C12(CC3CC(CC(C1)C3)C2)NCC=2N=C(SC2)CNC2=CC=C(C=C2)NC2C(NC(CC2)=O)=O 3-((4-(((4-(((adamantan-1-yl)amino)methyl)thiazol-2-yl)methyl)amino)phenyl)amino)piperidine-2,6-dione